pentyl (14Z,17Z)-4-(2-(dimethylamino)ethyl)tricosa-14,17-dienoate CN(CCC(CCC(=O)OCCCCC)CCCCCCCCC\C=C/C\C=C/CCCCC)C